FC1=C2C(C=C(NC2=CC(=C1)F)C1=CC(=NC=C1S(=O)C)C#N)=O 4-(5,7-difluoro-4-oxo-1,4-dihydroquinolin-2-yl)-5-(methylsulfinyl)picolinonitrile